N-{1-(4-chloro-3-fluorophenyl)-2-oxo-2-[(2-oxospiro[1H-pyrrolo[3,2-c]pyridin-3,4'-tetrahydropyran]-6-yl)amino]ethyl}-2-ethylpyrazole-3-carboxamide ClC1=C(C=C(C=C1)C(C(NC1=CC2=C(C=N1)C1(CCOCC1)C(N2)=O)=O)NC(=O)C=2N(N=CC2)CC)F